C(C)(C)(C)N1C=C(C2=C1N=CN=C2Cl)I 7-(tert-butyl)-4-chloro-5-iodo-7H-pyrrolo[2,3-d]pyrimidine